FC1=CC=C(C=C1)/C=C/CCC (E)-(5-(p-fluorophenyl)pent-4-ene)